2-[{3-[3-(Decyloxy)phenyl]propanoyl}(4-ethoxybenzyl)amino]ethyl dihydrogen phosphate ammonium salt [NH4+].P(=O)(OCCN(CC1=CC=C(C=C1)OCC)C(CCC1=CC(=CC=C1)OCCCCCCCCCC)=O)(O)O